C(C)(C)(C)C1[C@H]([C@H](N2CCC=C12)C1=C(C=CC=C1)O)CO (2R,3S,7aS)-tert-butyl-2-(hydroxymethyl)-3-(2-hydroxyphenyl)-tetrahydro-1H-pyrrolizine